(S)-N-(5-((6-(3-(3-(3-fluorophenoxy)-benzyl)isoxazolidin-2-yl)pyrimidin-4-yl)amino)-4-methoxy-2-(4-(pyrrolidin-1-yl)-piperidin-1-yl)phenyl)acrylamide FC=1C=C(OC=2C=C(C[C@@H]3N(OCC3)C3=CC(=NC=N3)NC=3C(=CC(=C(C3)NC(C=C)=O)N3CCC(CC3)N3CCCC3)OC)C=CC2)C=CC1